1,3-bis-trifluoromethyl-benzene FC(C1=CC(=CC=C1)C(F)(F)F)(F)F